N-ethyl-diphenylamine C(C)N(C1=CC=CC=C1)C1=CC=CC=C1